C1OCC12CN(C2)C(=O)C2CCN(CC2)C=2C=C1C(=NC(=NC1=CC2OC)C)N[C@H](C)C=2C(=C(C#N)C=CC2)C (R)-3-(1-((6-(4-(2-oxa-6-azaspiro[3.3]heptane-6-carbonyl)piperidin-1-yl)-7-methoxy-2-methylquinazolin-4-yl)amino)ethyl)-2-methylbenzonitrile